ClC=1C2=C(N=C(N1)C)NC(C(=C2)C2(CC2)C#N)=O 1-(4-chloro-2-methyl-7-oxo-7,8-dihydropyrido[2,3-d]pyrimidin-6-yl)cyclopropane-1-carbonitrile